4-bromo-N-((1R,2R,4S)-7-cyano-7-azabicyclo[2.2.1]heptan-2-yl)-3-methylbenzamide BrC1=C(C=C(C(=O)N[C@H]2[C@H]3CC[C@@H](C2)N3C#N)C=C1)C